tert-butyl 2-((4,4-difluorocyclohexyl)oxy)-6-hydroxybenzoate FC1(CCC(CC1)OC1=C(C(=O)OC(C)(C)C)C(=CC=C1)O)F